2-[(3R,4R)-1-[1-(2,6-dioxo-3-piperidyl)-3-methyl-2-oxo-benzimidazol-5-yl]-3-methyl-4-piperidyl]-N-[5-fluoro-7-hydroxy-6-(1,1,4-trioxo-1,2,5-thiadiazolidin-2-yl)-2-naphthyl]acetamide O=C1NC(CCC1N1C(N(C2=C1C=CC(=C2)N2C[C@@H]([C@H](CC2)CC(=O)NC2=CC1=CC(=C(C(=C1C=C2)F)N2S(NC(C2)=O)(=O)=O)O)C)C)=O)=O